t-butylcyanide C(C)(C)(C)C#N